[N+](=O)([O-])C1=CC=CC2=C(C=CC=C12)C#CC1=CC=C(C=C1)Cl 4-nitro-8-p-chlorophenylethynylnaphthalene